3-amino-4-(4-((5-chloro-2-fluorophenyl)difluoromethyl)piperidin-1-yl)benzonitrile NC=1C=C(C#N)C=CC1N1CCC(CC1)C(F)(F)C1=C(C=CC(=C1)Cl)F